diisoamyl phthalate (diisoamyl phthalate) C(CC(C)C)C=1C(=C(C(C(=O)O)=CC1)C(=O)O)CCC(C)C.C(C=1C(C(=O)OCCC(C)C)=CC=CC1)(=O)OCCC(C)C